(R)-2-(2-((2,5-bis(trifluoromethyl)pyrazolo[1,5-a]pyrimidin-7-yl)amino)-1-(4-fluorophenyl)ethyl)-2,5,7-triazaspiro[3.4]octan-6-one FC(C1=NN2C(N=C(C=C2NC[C@@H](C2=CC=C(C=C2)F)N2CC3(C2)NC(NC3)=O)C(F)(F)F)=C1)(F)F